BrC=1C(=C(C=CC1)N(S(=O)(=O)C=1C(=NC=C(C1)Cl)OC)S(=O)(=O)C=1C(=NC=C(C1)Cl)OC)C#N N-(3-bromo-2-cyanophenyl)-5-chloro-N-((5-chloro-2-methoxypyridin-3-yl)sulfonyl)-2-methoxypyridine-3-sulfonamide